DOPA-HCl Cl.O=C(O)[C@@H](N)CC1=CC=C(O)C(O)=C1